ClC=1C=C(C=NC1C(F)(F)F)C=1C=C2C(=NN=C(C2=CC1)NCC1=C(C=C(C=C1)OC)OC)C 6-[5-chloro-6-(trifluoromethyl)pyridin-3-yl]-N-[(2,4-dimethoxyphenyl)methyl]-4-methylphthalazin-1-amine